(2S,5R)-2,5-diethyl-4-(1-(quinoxalin-6-yl)ethyl)piperazine-1-carboxylic acid tert-butyl ester C(C)(C)(C)OC(=O)N1[C@H](CN([C@@H](C1)CC)C(C)C=1C=C2N=CC=NC2=CC1)CC